CN1CCCC1=O Methyl-5-oxopyrrolidine